(1S,3S)-3-((2-methyl-6-(1-methyl-5-((3-methyl-3-((R)-1-phenylethyl)ureido)methyl)-1H-1,2,3-triazol-4-yl)pyridin-3-yl)oxy)cyclohexane-1-carboxylic acid CC1=NC(=CC=C1O[C@@H]1C[C@H](CCC1)C(=O)O)C=1N=NN(C1CNC(=O)N([C@H](C)C1=CC=CC=C1)C)C